C(C)[C@]1(C(OCC=2C(N3CC=4C(=NC=5C=C(C(=C6C5C4[C@H](CC6)O)C)F)C3=CC21)=O)=O)O (1S,9S)-9-ethyl-5-fluoro-1,9-dihydroxy-4-methyl-2,3,12,15-tetrahydrobenzo[de]pyrano[3',4':6,7]indolizino[1,2-b]quinoline-10,13(1H,9H)-dione